ClC1=C(C=CC=C1)C1C(O1)(C1=C(C=C(C=C1)F)F)CN1N=CN=C1SC#N 1-{[3-(2-Chlorophenyl)-2-(2,4-difluorophenyl)oxiran-2-yl]methyl}-1H-1,2,4-triazol-5-yl thiocyanate